N-(7-oxo-7-((4-phenylthiazol-2-yl)amino)heptyl)benzamide O=C(CCCCCCNC(C1=CC=CC=C1)=O)NC=1SC=C(N1)C1=CC=CC=C1